4-((2-(1-isopropyl-1H-pyrazol-5-yl)pyrrolin-3-yl)methoxy)-2-(methylamino)nicotinaldehyde C(C)(C)N1N=CC=C1C=1NCCC1COC1=CC=NC(=C1C=O)NC